O=C1NC(CC[C@@H]1N1C(C2=CC=CC=C2C1)=O)=O 2-((S)-2,6-dioxopiperidin-3-yl)-1-oxoisoindolin